FC1=CC(=C(C=C1)[C@H]1N(CCC1)C(CN1C(O[C@]2(C1=O)CCC1=CC(=CC=C12)NC(=O)NC)=O)=O)C 1-((R)-3'-(2-((S)-2-(4-fluoro-2-methylphenyl)pyrrolidin-1-yl)-2-oxoethyl)-2',4'-dioxo-2,3-dihydrospiro[indene-1,5'-oxazolidine]-5-yl)-3-methylurea